tert-butyl (S)-4-((2,3-dihydro-1H-inden-5-yl)carbamoyl)-4-(2-(4-oxo-4-phenylbutanoyl)-1,2,3,4-tetrahydroisoquinoline-3-carboxamido)piperidine-1-carboxylate C1CCC2=CC(=CC=C12)NC(=O)C1(CCN(CC1)C(=O)OC(C)(C)C)NC(=O)[C@H]1N(CC2=CC=CC=C2C1)C(CCC(C1=CC=CC=C1)=O)=O